2,2-bis(4-methoxyphenyl)-5-hydroxymethyl-6-methyl-9-methoxy-2H-naphtho[1,2-b]pyran COC1=CC=C(C=C1)C1(C=CC2=C(O1)C1=CC(=CC=C1C(=C2CO)C)OC)C2=CC=C(C=C2)OC